rac-6-(1-isopropyl-1H-pyrazol-3-yl)-N-((1r,3s)-3-methoxycyclopentyl)-5-methyl-2-(pyridin-2-yl)pyrrolo[2,1-f][1,2,4]triazin-4-amine C(C)(C)N1N=C(C=C1)C=1C(=C2C(=NC(=NN2C1)C1=NC=CC=C1)N[C@H]1C[C@H](CC1)OC)C |r|